(5R)-5-(aminomethyl)-N-(2-fluorophenyl)-N-methyl-5,6,7,8-tetrahydronaphthalen-2-amine NC[C@H]1C=2C=CC(=CC2CCC1)N(C)C1=C(C=CC=C1)F